(5-(2-aminopropyl)pyrrol-2-yl)(4-(5-(trifluoromethyl)pyrimidin-2-yl)piperazin-1-yl)methanone NC(CC1=CC=C(N1)C(=O)N1CCN(CC1)C1=NC=C(C=N1)C(F)(F)F)C